BrC1=NC=C(C=N1)F 2-bromo-5-fluoropyrimidine